6-CHLORO-2-METHYLPYRIDINE-3-BORONIC ACID ClC1=CC=C(C(=N1)C)B(O)O